CN1C(NC2=C1C=C(C=C2)C=O)=O 3-methyl-2-oxo-benzimidazole-5-carbaldehyde